5-((1H-pyrazol-1-yl)methyl)-N-((5-(tert-butyl)-2-methoxyphenyl)sulfonyl)-1-methyl-6-oxo-1,6-dihydropyridine-2-carboxamide N1(N=CC=C1)CC1=CC=C(N(C1=O)C)C(=O)NS(=O)(=O)C1=C(C=CC(=C1)C(C)(C)C)OC